2-fluoro-2-phenylethan-1-amine FC(CN)C1=CC=CC=C1